N-cyclopentyl-3-formyl-N,6-dimethyl-1H-indole-2-carboxamide C1(CCCC1)N(C(=O)C=1NC2=CC(=CC=C2C1C=O)C)C